(2-(4-fluorophenyl)-6-methoxybenzo[b]thiophen-3-yl)(4-hydroxyphenyl)methanone FC1=CC=C(C=C1)C1=C(C2=C(S1)C=C(C=C2)OC)C(=O)C2=CC=C(C=C2)O